C(C)C1=NC2=C(N1C1=CC3=C(NC(N3)=O)C=C1)C=CC(=C2)C(=O)O 2-ethyl-2'-oxo-2',3'-dihydro-1'H-[1,5'-bi-benzo[d]imidazole]-5-carboxylic acid